CNCCOC1=CC=NC=C1 N-methyl-2-(pyridin-4-yloxy)ethan-1-amine